2,2-dichloro-3,5'-dioxodihydro-1'H,3'H-spiro[cyclobutane-1,2'-pyrrolizine]-7a'(5'H)-carboxylic acid ethyl ester C(C)OC(=O)C12CCC(N2CC2(C1)C(C(C2)=O)(Cl)Cl)=O